CN1CCN(CC1)CC=1C(=CC(=NC1)N)C(F)(F)F 5-[(4-methylpiperazin-1-yl)methyl]-4-(trifluoromethyl)pyridin-2-amine